1-butyl-3-methylimidazole zirconium bromide [Br-].[Zr+4].C(CCC)N1CN(C=C1)C.[Br-].[Br-].[Br-]